OCCN1CCC(CC1)N1N=CC(=C1)NC1=NC=C(C(=N1)C1=CC=C(C(=O)O)C=C1)C 4-(2-((1-(1-(2-Hydroxyethyl)piperidin-4-yl)-1H-pyrazol-4-yl)amino)-5-methylpyrimidin-4-yl)benzoic Acid